1-methylazetidin-1-ium chloride [Cl-].C[NH+]1CCC1